C(CCCC)OC(=S)[S-].[K+] potassium amylxanthate